ON=NC1=C(C=CC=C1)S(=O)(=O)Cl Hydroxyazobenzenesulfonyl chloride